CN1N=CC(=C1)C1=NC=2C(=NC=CC2N2CC3CCC(C2)N3C3CN(C3)C)N1 2-(1-methyl-1H-pyrazol-4-yl)-7-(8-(1-methylazetidin-3-yl)-3,8-diazabicyclo[3.2.1]oct-3-yl)-3H-imidazo[4,5-b]pyridine